FC(OC1=CC=C(C=C1)N=C=O)F 4-(difluoromethoxy)phenyl isocyanate